2,6-difluorophenyl-1,3-dihydro-1,4-benzodiazepin-2-thione FC1=C(C(=CC=C1)F)N1C(CN=CC2=C1C=CC=C2)=S